FC1=C(C=CC(=C1)OC1=NN(C=C1)C1=NC(=C(C=C1)C)F)NC1=NC=NC2=CC(=C(C=C12)NC1CCN(CC1)C(C=C)=O)OC 1-(4-((4-((2-fluoro-4-((1-(6-fluoro-5-methylpyridin-2-yl)-1H-pyrazol-3-yl)oxy)phenyl)amino)-7-methoxyquinazolin-6-yl)amino)piperidin-1-yl)prop-2-en-1-one